(±)-(1S,2S)-N-(8-amino-6-(2-ethylpyrrolidin-1-yl)-2,7-naphthyridin-3-yl)-2-fluoroCyclopropanecarboxamide NC=1N=C(C=C2C=C(N=CC12)NC(=O)[C@H]1[C@H](C1)F)N1[C@@H](CCC1)CC |&1:19|